6-(cyclopropylcarboxy)-N-(methyl-d3)pyridazine-3-carboxamide mesylate S(C)(=O)(=O)O.C1(CC1)OC(=O)C1=CC=C(N=N1)C(=O)NC([2H])([2H])[2H]